N-(3-amino-3-keto-propyl)-N-[6-[2,3-difluoro-4-(4,4,5,5-tetramethyl-1,3,2-dioxaborolan-2-yl)phenyl]-3-pyridyl]carbamic acid 9H-fluoren-9-ylmethyl ester C1=CC=CC=2C3=CC=CC=C3C(C12)COC(N(C=1C=NC(=CC1)C1=C(C(=C(C=C1)B1OC(C(O1)(C)C)(C)C)F)F)CCC(=O)N)=O